C(CCC=C)OC1OCCC1 2-(pent-4-en-1-yloxy)tetrahydrofuran